ClC1=CC(=C(COC2=NC=3CN(CCC3C=C2C(F)(F)F)C(C)C2=NC3=C(N2C[C@H]2OCC2)C(=C(C=C3)C(=O)OCC)F)C=C1)F ethyl 2-(1-(2-((4-chloro-2-fluorobenzyl)oxy)-3-(trifluoromethyl)-5,8-dihydro-1,7-naphthyridin-7(6H)-yl)ethyl)-7-fluoro-1-(((S)-oxetan-2-yl)methyl)-1H-benzo[d]imidazole-6-carboxylate